N-(tert-butoxycarbonyl)-O-(cyclopropylmethyl)-L-threonine C(C)(C)(C)OC(=O)N[C@@H]([C@H](OCC1CC1)C)C(=O)O